2-amino-9-((2R,3R,5S)-3-hydroxy-5-(hydroxymethyl)tetrahydrofuran-2-yl)-7-((3-hydroxyisoxazol-5-yl)methyl)-7,9-dihydro-8H-purin-8-one NC1=NC=C2N(C(N(C2=N1)[C@@H]1O[C@@H](C[C@H]1O)CO)=O)CC1=CC(=NO1)O